4,4-difluoro-N-{4-[(6R*)-3-(2-fluoroanilino)-5,6-dimethyl-4-oxo-4,5,6,7-tetrahydro-1H-pyrrolo-[3,2-c]pyridin-2-yl]pyridin-2-yl}-2-(4-fluorophenyl)butanamide FC(CC(C(=O)NC1=NC=CC(=C1)C1=C(C=2C(N([C@@H](CC2N1)C)C)=O)NC1=C(C=CC=C1)F)C1=CC=C(C=C1)F)F |o1:18|